1-butyl-1-methylpyrroliDinium bis(trifluoromethanesulfonyl)imide [N-](S(=O)(=O)C(F)(F)F)S(=O)(=O)C(F)(F)F.C(CCC)[N+]1(CCCC1)C